COC1=CC=C(C=C1)CNC(=O)NC1=CC=C(C=C1)CN1CCCCC1 N-[(4-methoxyphenyl)methyl]{[4-(piperidylmethyl)phenyl]amino}carboxamide